C(CC)NC1=CC=CC=C1 propylanilin